OCCOCCOC1=CC=CC(=N1)NC=1C=C2C(=CN=C(C2=CN1)NC)C=1OC2=C(N1)C=C(C=C2)O 2-[6-[[6-[2-(2-hydroxyethoxy)ethoxy]-2-pyridyl]amino]-1-(methylamino)-2,7-naphthyridin-4-yl]-1,3-benzoxazol-5-ol